1,3-diethoxy-1-methyl-1,3-disilacyclobutane C(C)O[Si]1(C[SiH](C1)OCC)C